C(CCC(=O)OCC1=CC=CC=C1)(=O)OCC1=CC=CC=C1 (2S,3S)-dibenzyl succinate